CN1C(C=2N=CN([C@H]3[C@H](OC)[C@H](O)[C@@H](CO)O3)C2N=C1)=N 1,2'-O-dimethyladenosine